2,5-bistrifluoromethylaniline FC(C1=C(N)C=C(C=C1)C(F)(F)F)(F)F